C(C)(C)N1C(=NN=C1)C=1C=C2C(=NNC2=CC1)C1=CC(=CC=C1)S(=O)(=O)C 5-(4-isopropyl-4H-1,2,4-triazol-3-yl)-3-(3-(methylsulfonyl)phenyl)-1H-indazole